ethylmethyl-[(2,5-difluoro-3-{1-[4-(piperazin-1-yl)phenyl]-3-(pyridin-4-yl)pyrazol-4-yl}phenyl)sulfamoyl]amine trifluoroacetic acid salt FC(C(=O)O)(F)F.C(C)N(S(NC1=C(C(=CC(=C1)F)C=1C(=NN(C1)C1=CC=C(C=C1)N1CCNCC1)C1=CC=NC=C1)F)(=O)=O)C